CC=1N(C(=CC1)C)C=1OC(=C(C1C#N)C)C 2-(2,5-dimethyl-1H-pyrrol-1-yl)-4,5-dimethylfuran-3-carbonitrile